CC=1N=C2N(C=C(C=C2)C(=O)N)C1 methylimidazo[1,2-a]pyridine-6-carboxamide